FC(S(=O)(=O)OC1=C2C(=NC(=C1)[N+](=O)[O-])CCO2)(F)F (5-nitro-2,3-dihydrofuro[3,2-b]pyridin-7-yl) trifluoromethanesulfonate